N6-benzyloxycarbonyl-L-lysine C(C1=CC=CC=C1)OC(=O)NCCCC[C@H](N)C(=O)O